tert-butyl (4-bromo-6-(trifluoromethyl)benzofuran-2-yl)methylcarbamate BrC1=CC(=CC2=C1C=C(O2)CNC(OC(C)(C)C)=O)C(F)(F)F